C(C)(C)(C)C=1C=C(C=C(C1O)C(C)(C)C)CCC(=O)OCCN1C(N(C(N(C1=O)CCOC(CCC1=CC(=C(C(=C1)C(C)(C)C)O)C(C)(C)C)=O)=O)CCOC(CCC1=CC(=C(C(=C1)C(C)(C)C)O)C(C)(C)C)=O)=O (2,4,6-trioxo-1,3,5-triazine-1,3,5(2H,4H,6H)-triyl)triethylene tris[3-(3,5-di-tert-butyl-4-hydroxyphenyl)propionate]